FC=1C=NC=CC1\C=C(/C#N)\C1=CC=NC=C1 (Z)-3-(3-fluoropyridin-4-yl)-2-(pyridin-4-yl)acrylonitrile